OCC(C(=O)C1=C(C=CC=C1)OC)C 3-Hydroxy-1-(2-methoxyphenyl)-2-methylpropan-1-one